5-phenyl-2-pyridinecarbonitrile C1(=CC=CC=C1)C=1C=CC(=NC1)C#N